FC=1C=CC=[N+](C1)[O-] 5-fluoropyridine 1-oxide